4-amino-N-ethyl-N-(1-(pyrazolo[1,5-a]pyridin-2-yl)ethyl)-1,3-dihydrofuro[3,4-c]Quinoline-8-carboxamide NC1=NC=2C=CC(=CC2C2=C1COC2)C(=O)N(C(C)C2=NN1C(C=CC=C1)=C2)CC